ClC=1C=CC=2C3=C(C(N(C2C1)C1=C(C=CC=C1)Cl)=O)N=C(N3C)CCl 7-chloro-2-(chloromethyl)-5-(2-chlorophenyl)-1-methyl-1,5-dihydro-4H-imidazo[4,5-c]quinolin-4-one